C1(C(=CC1)C(=O)O)(C(=O)O)C(=O)O cyclobutenetricarboxylic acid